5-Bromo-2-(difluoromethyl)pyridine tert-butyl-(2R,3S,4S)-3-(acetyloxy)-4-[(tert-butoxycarbonyl)oxy]-2-{[4-(1,1-difluoroethyl)phenyl]methyl}pyrrolidine-1-carboxylate C(C)(C)(C)OC(=O)N1[C@@H]([C@@H]([C@H](C1)OC(=O)OC(C)(C)C)OC(C)=O)CC1=CC=C(C=C1)C(C)(F)F.BrC=1C=CC(=NC1)C(F)F